N-[6-[4-(2-hydroxyethyl)piperazin-1-yl]-2,2-dimethyl-3H-benzofuran-5-yl]pyrazolo[1,5-a]pyrimidine-3-carboxamide OCCN1CCN(CC1)C1=CC2=C(CC(O2)(C)C)C=C1NC(=O)C=1C=NN2C1N=CC=C2